[Zn].[Co] cobalt-zinc